tert-butyl (4-(1-(6,7-difluoro-1-methyl-[1,2,4]triazolo[4,3-a]quinazolin-5-yl)-2,3,4,5-tetrahydro-1H-benzo[b]azepin-6-yl)-2-methylbut-3-yn-2-yl)carbamate FC1=C2C(=NC=3N(C2=CC=C1F)C(=NN3)C)N3C1=C(CCCC3)C(=CC=C1)C#CC(C)(C)NC(OC(C)(C)C)=O